N-(1'-(3-((2-methylmorpholino)sulfonyl)benzoyl)spiro[cyclohexane-1,3'-indolin]-5'-yl)methanesulfonamide CC1OCCN(C1)S(=O)(=O)C=1C=C(C(=O)N2CC3(C4=CC(=CC=C24)NS(=O)(=O)C)CCCCC3)C=CC1